P(=O)(OC1=C(C=CC=C1C)C)(Cl)Cl 2,6-dimethylphenyl dichlorophosphate